ClC1=CC(=C(C=C1)SC[C@@H](CCN(C)C)NC1=C(C=C(C=C1F)S(=O)(=O)NC(=O)C1(CCCCC1)OC)C#N)F (R)-N-((4-((1-((4-chloro-2-fluorophenyl)thio)-4-(dimethylamino)butan-2-yl)amino)-3-cyano-5-fluorophenyl)sulfonyl)-1-methoxycyclohexane-1-carboxamide